ethyl 3,4-dihydroxy-α-cyanocinnamate OC=1C=C(C=C(C(=O)OCC)C#N)C=CC1O